ON=CC1=C(C=CC(=N1)C#CCCNC1=CC=NC2=CC=CC=C12)OC 4-((4-(6-((Hydroxyimino)methyl)-5-methoxypyridin-2-yl)but-3-yn-1-yl)amino)quinolin